C(CC)OCCNC1=CC=CC(=N1)S(=O)(=O)NC(=O)C=1C(=NC=CC1)N1C(CC(C1)C)(C)C N-[[6-(2-Propoxyethylamino)-2-pyridyl]sulfonyl]-2-(2,2,4-trimethylpyrrolidin-1-yl)pyridin-3-carboxamid